4-[[2-methoxypropyl]-[4-(5,6,7,8-tetrahydro-1,8-naphthyridin-2-yl)butyl]amino]-2-[[2-(1-methylcyclohexyl)acetyl]amino]butanoic acid COC(CN(CCC(C(=O)O)NC(CC1(CCCCC1)C)=O)CCCCC1=NC=2NCCCC2C=C1)C